C(#N)C1=CC=CC(=N1)C(CC=1C(=NN(N1)C1=C(C=C(C=C1)F)F)C(=O)N)(C)C=1C=NN(C1)C [2-(6-cyano-2-pyridinyl)-2-(1-methylpyrazol-4-yl)propyl]-2-(2,4-difluorophenyl)triazole-4-carboxamide